C(C(C)(C)C)C1=NSC(=C1)NC([C@@H](CC1=CC=CC=C1)NC(OCC1C2=CC=CC=C2C=2C=CC=CC12)=O)=O (9H-fluoren-9-yl)methyl (R)-(1-((3-neopentylisothiazol-5-yl)amino)-1-oxo-3-phenylpropane-2-yl)carbamate